C(#N)C1(CC1)NC(C1=CC=C(C=C1)C1=NC(=NC=C1C)NC=1C=NN(C1)C1CC1)=O N-(1-cyanocyclopropyl)-4-(2-((1-cyclopropyl-1H-pyrazol-4-yl)amino)-5-methylpyrimidin-4-yl)benzamide